2-fluoro-5-(hydroxymethyl)phenol FC1=C(C=C(C=C1)CO)O